2-amino-N-((1S,2S)-2-cyanocyclopentyl)-N-((5-cyano-2-pyridinyl)methyl)-7-fluoro-3-methyl-6-quinolinecarboxamide NC1=NC2=CC(=C(C=C2C=C1C)C(=O)N(CC1=NC=C(C=C1)C#N)[C@@H]1[C@H](CCC1)C#N)F